CC(C(=O)C1=CC=CC=C1)C 2-methylpropiophenone